tert-butyl (4-(1-methylcyclopropyl)pyrimidin-5-yl)((2-(trimethylsilyl)ethoxy)methyl)carbamate CC1(CC1)C1=NC=NC=C1N(C(OC(C)(C)C)=O)COCC[Si](C)(C)C